COC1=CC=C(C=C1)C1=NC(=NC(=N1)NC1=CC=C(C=C1)OC(F)(F)F)N1CCN(CC1)C(C)O (4-(4-(4-methoxyphenyl)-6-((4-(trifluoromethoxy)phenyl)amino)-1,3,5-triazin-2-yl)piperazin-1-yl)ethan-1-ol